2-Oxatricyclo[6.3.1.04,12]dodeca-1(12),8,10-trien-6-amine hydrochloride Cl.C1=2OCC3CC(CC(=CC=C1)C23)N